C1(=CC=CC=C1)C1=CC=C(C=C1)C1=NC(=NC(=N1)C1=CC=C(C=C1)C1=CC=CC=C1)C1=CC=C(C=C1)B1OC(C(O1)(C)C)(C)C 2,4-bis(4-phenylphenyl)-6-[4-(4,4,5,5-tetramethyl-1,3,2-dioxaborolan-2-yl)phenyl]-1,3,5-triazine